Cl.Cl.Cl.N1CCC(CC1)OC=1N=CC(=NC1)C1=C(C=C(C=C1)C=1C=NNC1)O 2-{5-[(piperidin-4-yl)oxy]pyrazin-2-yl}-5-(1H-pyrazol-4-yl)phenol trihydrochloride